tert-butyl 7-isopropyl-4-p-toluenesulfonyl-8b-(trifluoromethyl)-3,3a,4,8b-tetrahydro-2H-furo[3,2-b]indole-3-carboxylate C(C)(C)C1=CC=2C3(C(N(C2C=C1)S(=O)(=O)C1=CC=C(C)C=C1)C(CO3)C(=O)OC(C)(C)C)C(F)(F)F